acetic acid (1,2-dichloro ethyl) ester ClC(CCl)OC(C)=O